Cl.ClC=1C(=C(C=CC1)C1(CNCCC1)NC1=CC=C2C=CN(C(C2=C1)=O)C)C 7-((3-(3-chloro-2-methylphenyl)piperidin-3-yl)amino)-2-methylisoquinolin-1(2H)-one hydrochloride